dioxo-1,3-diazinan O=C1CC(NCN1)=O